N-methyl-N-(2-methyl-1-(4-(trifluoromethyl)phenyl)-1H-indol-5-yl)acryl-amide CN(C(C=C)=O)C=1C=C2C=C(N(C2=CC1)C1=CC=C(C=C1)C(F)(F)F)C